C(#N)[B-](C#N)(C#N)C#N.C[N+](CCC)(CC)C dimethylethylpropylammonium tetracyanoborate